ClC1=NC=C(C(=C1)CCl)C 2-chloro-4-(chloromethyl)-5-methylpyridine